O[C@H]1[C@@H](CC(C1)(C)C)C(=O)OC Methyl (1R,2R)-2-hydroxy-4,4-dimethylcyclopentane-1-carboxylate